3-(3,4-difluorophenyl)-1-phenyl-1H-benzo[g]indazole-4,5-dione FC=1C=C(C=CC1F)C1=NN(C=2C3=C(C(C(C12)=O)=O)C=CC=C3)C3=CC=CC=C3